N-(6-(1-(cyclopropylmethyl)piperidine-3-carbonyl)naphthalen-2-yl)acetamide C1(CC1)CN1CC(CCC1)C(=O)C=1C=C2C=CC(=CC2=CC1)NC(C)=O